C1(CCC1)CN(C(OC(C)(C)C)=O)[C@H]1CN(CCC1)C=1C=NC(=CC1)C(C)(C1=CN=C(S1)C=1C=NC=C(C1)OC)O tert-butyl (cyclobutylmethyl)((3R)-1-(6-(1-hydroxy-1-(2-(5-methoxypyridin-3-yl)thiazol-5-yl)ethyl) pyridin-3-yl)piperidin-3-yl)carbamate